5-(4-chlorophenyl)-3-(2-(3,3-difluoroazetidin-1-yl)-2-oxoethyl)-3H-pyrrolo[3,2-d]pyrimidin-4(5H)-one ClC1=CC=C(C=C1)N1C=CC=2N=CN(C(C21)=O)CC(=O)N2CC(C2)(F)F